C1(=CC=CC=C1)S(=O)(=O)NC=1C=C(C=CC1)CCC(CCOC1=C(C=CC=C1)CCC(=O)O)(F)F 3-[2-[5-[3-(benzenesulfonylamino)phenyl]-3,3-difluoropentoxy]phenyl]propanoic acid